2,4-dibromo-5-chloropyridine BrC1=NC=C(C(=C1)Br)Cl